3-[(6-oxo-5-(trifluoromethyl)-1,6-dihydropyridazin-3-yl)methoxy]propionic acid O=C1C(=CC(=NN1)COCCC(=O)O)C(F)(F)F